2-(3,8-diazabicyclo[3.2.1]octan-3-yl)-4-(difluoromethoxy)-7-(thiazol-2-yl)benzo[d]oxazole C12CN(CC(CC1)N2)C=2OC1=C(N2)C(=CC=C1C=1SC=CN1)OC(F)F